3-(2,6-dichlorophenyl)-7-(2-(2-(dimethylamino)acetyl)-1,2,3,4-tetrahydroisoquinolin-6-ylamino)-2H-pyrimido[5,4-e][1,3]oxazin-4(3H)-one ClC1=C(C(=CC=C1)Cl)N1COC2=C(C1=O)C=NC(=N2)NC=2C=C1CCN(CC1=CC2)C(CN(C)C)=O